5-[(1,1-dioxido-4-thiomorpholinyl)methyl]-2-phenyl-N-(tetrahydro-2H-pyran-4-yl)-1H-indol-7-amine O=S1(CCN(CC1)CC=1C=C2C=C(NC2=C(C1)NC1CCOCC1)C1=CC=CC=C1)=O